C(C1=CC=CC=C1)N1CCC(CC1)N1C(C(CCC1)ON1C(CCCC1(C)C)(C)C)=O 1'-benzyl-3-((2,2,6,6-tetramethylpiperidin-1-yl)oxy)-[1,4'-bipiperidin]-2-one